ONC(C1=CC=C(C=C1)CN1N=C(C=C1C=1C=C2C(N(C=NC2=CC1)C)=O)C1=CC2=C(C=C1)OCO2)=O N-hydroxy-4-{[5-(3-methyl-4-oxo-3,4-dihydro-quinazolin-6-yl)-3-(3,4-methylenedioxyphenyl)-1H-pyrazol-1-yl]methyl}benzamide